1-(6-Chloro-5-fluoro-4-((2-methoxy-3-(1-methyl-1H-1,2,4-triazol-3-yl)phenyl)amino)pyridin-3-yl)propan-1-one ClC1=C(C(=C(C=N1)C(CC)=O)NC1=C(C(=CC=C1)C1=NN(C=N1)C)OC)F